2-Ethoxy-5-methylbenzene-1-sulfonyl chlorid C(C)OC1=C(C=C(C=C1)C)S(=O)(=O)Cl